FC1=C(C(=C(C2=C(C(=C(C(=C12)F)F)F)F)F)F)[B-](C1=C(C2=C(C(=C(C(=C2C(=C1F)F)F)F)F)F)F)(C1=C(C2=C(C(=C(C(=C2C(=C1F)F)F)F)F)F)F)C1=C(C2=C(C(=C(C(=C2C(=C1F)F)F)F)F)F)F.C[NH+](C1=CC=C(C=C1)CCCCCCCCCCCC)CCCCCCCCCCCCCCCCCC N-methyl-4-dodecyl-N-octadecyl-anilinium tetrakis(perfluoronaphthalen-2-yl)borate